((6-chloro-2-(4-methylpiperazin-1-yl)pyrido[3,4-d]pyrimidin-4-yl)amino)-N-(1,3-dimethyl-1H-pyrazol-5-yl)ethane-1-sulphonamide ClC1=CC2=C(N=C(N=C2NC(C)S(=O)(=O)NC2=CC(=NN2C)C)N2CCN(CC2)C)C=N1